1-Methyl-4-propylpiperidinium cyanid [C-]#N.C[NH+]1CCC(CC1)CCC